C([C@H](C(=O)O)O)F The molecule is a propanoic acid derivative having an (R)-hydroxy substituent at the 2-position and a fluoro substituent at the 3-position. It is a (2S)-2-hydroxy monocarboxylic acid and an organofluorine compound. It derives from a propionic acid. It is a conjugate acid of a (S)-3-fluorolactate.